2-(((1R,5S,6s)-3-azabicyclo[3.1.0]hexan-6-yl)oxy)-6-(4-fluorophenyl)isonicotinonitrile [C@@H]12CNC[C@H]2C1OC=1C=C(C#N)C=C(N1)C1=CC=C(C=C1)F